NC1=C(C(=NC=N1)OC1=CC(=C(C=C1)NC(=O)NC1=CC(=NN1C1=CC=C(C=C1)N1CCOCC1)C(C)(C)C)C)C#N (4-((6-amino-5-cyanopyrimidin-4-yl)oxy)-2-methylphenyl)-3-(3-(tert-butyl)-1-(4-morpholinophenyl)-1H-pyrazol-5-yl)urea